C(C=C)(=O)O.C(C=C)(=O)O.OCC1CCC(CC1)CO 1,4-dihydroxymethyl-cyclohexane diacrylate